C(CCC)CS(=O)(=O)ONC(=O)OC(C)(C)C ((tert-Butoxycarbonyl) amino) butylmethanesulfonate